C1(CC1)CC1=CC(=C(N(C1=O)C1=CC=C(C=C1)C)C1CC1)C(=O)NC1=CC=C(C=C1)C 5-(cyclopropylmethyl)-2-cyclopropyl-6-oxo-N,1-di-p-tolyl-1,6-dihydropyridine-3-carboxamide